C(C)(C)(C)OC(=O)N1CC(C(CC1)C(=O)O)O 1-(tert-butoxy-carbonyl)-3-hydroxy-piperidine-4-carboxylic acid